benzylsulfonate-sodium salt [Na+].C(C1=CC=CC=C1)S(=O)(=O)[O-]